ethylsulfoximine C(C)S(=O)=N